FC(C(=O)N[C@@H]1[C@H](N(C([C@H]1C)=O)C=1C=C2C=NN(C2=CC1)C1=CC=C(C=C1)F)C1=NN(C=C1)C)(C)F |r| 2,2-Difluoro-N-[rac-(2s,3s,4s)-1-[1-(4-fluorophenyl)-1H-indazol-5-yl]-4-methyl-2-(1-methyl-1H-pyrazol-3-yl)-5-oxo-pyrrolidin-3-yl]-propionamide